C(C)(C)(C)C1=C(C(=CC(=C1)CS)C(C)(C)C)O 2,6-bis(tertiary butyl)-4-(mercaptomethyl)phenol